OC1(CN(C1)C=1N(C=C(C1)S(=O)(=O)C(F)(F)F)COCC[Si](C)(C)C)C 2-(3-hydroxy-3-methylazetidin-1-yl)-4-trifluoromethanesulfonyl-1-((2-(trimethylsilyl)ethoxy)methyl)-1H-pyrrole